tert-Butyl 3-(2,2,2-trifluoro-1-hydroxyethyl)-7,8-dihydro-1,6-naphthyridine-6(5H)-carboxylate FC(C(O)C=1C=NC=2CCN(CC2C1)C(=O)OC(C)(C)C)(F)F